C(C)(C)(C)OC(=O)N(C=1C=CC2=C(OCCCN2C2=C(C(=O)O)C=CC(=C2)N2CCN(CC2)CC2=C(CC(CC2)(C)C)C2=CC=C(C=C2)Cl)N1)C 2-[7-[(tert-butoxycarbonyl)(methyl)amino]-2H,3H,4H-pyrido[2,3-b][1,4]oxazepin-1-yl]-4-(4-[[2-(4-chlorophenyl)-4,4-dimethylcyclohex-1-en-1-yl]methyl]piperazin-1-yl)benzoic acid